(E)-2-(2,6-dimethyl-4-(3-(6-(methylthio)-3-(trifluoromethyl)benzofuran-2-yl)-3-oxoprop-1-en-1-yl)phenoxy)-2-methylpropanoic acid CC1=C(OC(C(=O)O)(C)C)C(=CC(=C1)\C=C\C(=O)C=1OC2=C(C1C(F)(F)F)C=CC(=C2)SC)C